C(C)(C)(C)OC(=O)N1[C@@H](CN([C@H](C1)CC#N)CC1=CC=C(C=C1)OC)CC(=O)N(C)CCO (2R,5S)-5-(cyanomethyl)-2-(2-((2-hydroxyethyl)(methyl)amino)-2-oxoethyl)-4-(4-methoxybenzyl)piperazine-1-carboxylic acid tert-butyl ester